2-(4-methoxy-phenoxy)-1-phenyl-ethanone COC1=CC=C(OCC(=O)C2=CC=CC=C2)C=C1